(4-((3-bromophenyl)amino)-6-methoxyquinolin-7-yl)oxo-N-hydroxyheptanamide BrC=1C=C(C=CC1)NC1=CC=NC2=CC(=C(C=C12)OC)C(C(C(=O)NO)=O)CCCC